C(C=C)[Sn](CC=C)CC=C triallyl-tin